ClC1=C(C=2C(=NON2)C=C1)S(=O)(=O)Cl 5-chloro-2,1,3-benzoxadiazole-4-sulfonyl chloride